C(C1=CC=CC=C1)OCC(C#CC=1C=C2C(=NC=NN2C1)C1=CC(=C(C=C1)CNC(OC(C)(C)C)=O)F)(F)F tert-butyl N-[[4-[6-(4-benzyloxy-3,3-difluoro-but-1-ynyl)pyrrolo[2,1-f][1,2,4]triazin-4-yl]-2-fluoro-phenyl]methyl]carbamate